2-chloro-6,7-dihydro-5H-cyclopenta[b]pyridin-7-ol-4-d ClC1=CC(=C2C(=N1)C(CC2)O)[2H]